FC=1C=C(C(=C(C1)NC(OC(C)(C)C)=O)OC)B1OC(C(O1)(C)C)(C)C t-butyl (5-fluoro-2-methoxy-3-(4,4,5,5-tetramethyl-1,3,2-dioxaborolan-2-yl)phenyl)carbamate